4-mercapto-4-methyl-1-pentanol SC(CCCO)(C)C